N[C@H]1CN(C[C@@H](C1)F)C(=O)C=1C=C(C=2N(C1)N=C(C2C)C=2N(C1=CC(=CC=C1C2)C2=CC=C(C=C2)CNC(C)=O)CC2CC2)OC N-{[4-(2-{6-[(3R,5R)-3-Amino-5-fluoropiperidine-1-carbonyl]-4-methoxy-3-methylpyrazolo[1,5-a]pyridin-2-yl}-1-(cyclopropylmethyl)-1H-indol-6-yl)phenyl]methyl}acetamide